N-[2-amino-5-(4-fluorophenyl)phenyl]-4-[(5-isopropyl-3-pyridyl)sulfonyl]benzamide NC1=C(C=C(C=C1)C1=CC=C(C=C1)F)NC(C1=CC=C(C=C1)S(=O)(=O)C=1C=NC=C(C1)C(C)C)=O